2-(4-bromo-2-methyl-pyrazol-3-yl)oxyethanol BrC1=C(N(N=C1)C)OCCO